C(C)OC1=C(CNCCC2=C3C(OCC3)=C(C3=C2OCC3)Br)C=C(C=C1)Cl N-(2-ethoxy-5-chlorobenzyl)-1-(8-bromo-2,3,6,7-tetrahydrobenzo[1,2-B:4,5-B']difuran-4-yl)-2-aminoethane